10-(8-Bromonaphth-1-yl)-10H-phenoxazine BrC=1C=CC=C2C=CC=C(C12)N1C2=CC=CC=C2OC=2C=CC=CC12